(((4-propylcyclohexyl)oxy)carbonyl)-L-leucine C(CC)C1CCC(CC1)OC(=O)N[C@@H](CC(C)C)C(=O)O